ethyl 2-(3-(4-cyano-3-(trifluoromethyl)phenyl)-5,5-dimethyl-4-oxo-2-thioxoimidazolidin-1-yl)acetate C(#N)C1=C(C=C(C=C1)N1C(N(C(C1=O)(C)C)CC(=O)OCC)=S)C(F)(F)F